2-methyl-7-(trifluoromethyl)-6-[1-(3,3,3-trifluoropropyl)-1H-pyrazol-4-yl]-5H-[1,3,4]thiadiazolo[3,2-a]pyrimidin-5-one CC1=NN2C(=NC(=C(C2=O)C=2C=NN(C2)CCC(F)(F)F)C(F)(F)F)S1